sodium iron phosphate sodium pyrophosphate [O-]P([O-])(=O)OP(=O)([O-])[O-].[Na+].P(=O)(O)(O)O.[Fe+2].[Na+]